(R)-2-(1-(2-(1-hydroxyethyl)imidazo[4,5-d]pyrrolo[2,3-b]pyridin-1(6H)-yl)piperidin-4-yl)-2-methylpropanenitrile O[C@H](C)C1=NC=2C(=C3C(=NC2)NC=C3)N1N1CCC(CC1)C(C#N)(C)C